9-Cyclopropylethynyl-2-((R)-1-[1,4]dioxan-2-ylmethoxy)-6,7-dihydro-pyrimido[6,1-a]isoquinolin-4-one C1(CC1)C#CC=1C=C2CCN3C(C2=CC1)=CC(=NC3=O)OC[C@@H]3OCCOC3